O=C1NC(CCC1N1C(N(C2=C1C=CC(=C2)C2C(CN(CC2)CC(=O)NC2=CC1=CC(=C(C(=C1C=C2)F)N2S(NC(C2)=O)(=O)=O)O)(F)F)C)=O)=O 2-[4-[1-(2,6-dioxo-3-piperidyl)-3-methyl-2-oxo-benzimidazol-5-yl]-3,3-difluoro-1-piperidyl]-N-[5-fluoro-7-hydroxy-6-(1,1,4-trioxo-1,2,5-thiadiazolidin-2-yl)-2-naphthyl]acetamide